tert-butyl 4-(4-chlorophenyl)-3-hydroxypiperidine-1-carboxylate ClC1=CC=C(C=C1)C1C(CN(CC1)C(=O)OC(C)(C)C)O